vinylphenyl alcohol C(=C)C1=C(C=CC=C1)O